[Ga].[Yb].[Er] erbium ytterbium Gallium